methyl 8-(4-bromo-3,5-dimethyl-pyrazol-1-yl)octanoate BrC=1C(=NN(C1C)CCCCCCCC(=O)OC)C